FC1=C(C=C(C(=C1)OC)C(N[C@@H]1[C@H]2CC[C@@H]([C@@H]1C(NC1=CC(=CC=C1)S(=O)(=O)C(F)(F)F)=O)C2)=O)C=2C=CC(=NC2)/C=C/C(=O)OC(C)(C)C Tert-butyl (E)-3-(5-(2-fluoro-4-methoxy-5-(((1S,2R,3S,4R)-3-((3-((trifluoromethyl)sulfonyl)phenyl)carbamoyl)bicyclo[2.2.1]heptan-2-yl)carbamoyl)phenyl)pyridin-2-yl)acrylate